OC1=C(C=C(C=C1)C1(CCCCCC1)C1=CC(=C(C=C1)O)C)C 1,1-bis(4-hydroxy-3-methylphenyl)cycloheptane